C1(CC1)C1=NC(=NS1)C1(CCN(CC1)C(=O)N[C@H]1C(CCC[C@@H]1N1CCN(CC1)C(C)C)(F)F)C |r| rac-4-(5-cyclopropyl-1,2,4-thiadiazol-3-yl)-N-{(1R,6S)-2,2-difluoro-6-[4-(propan-2-yl)piperazin-1-yl]cyclohexyl}-4-methylpiperidine-1-carboxamide